BrC1=NC=CC(=C1)C(=O)N 2-bromopyridine-4-carboxamide